1,2-divaccenoyl-sn-glycero-3-phosphocholine C(CCCCCCCCC\C=C\CCCCCC)(=O)OC[C@@H](OC(CCCCCCCCC\C=C\CCCCCC)=O)COP(=O)([O-])OCC[N+](C)(C)C